[Bi].[Te].[Pb] lead-tellurium-bismuth